1-((3R,4S)-3-(4-amino-7-methyl-5-(4-((6-methylpyridin-2-yl)oxy)phenyl)-7H-pyrrolo[2,3-d]pyrimidin-6-yl)-4-hydroxypyrrolidin-1-yl)prop-2-en-1-one NC=1C2=C(N=CN1)N(C(=C2C2=CC=C(C=C2)OC2=NC(=CC=C2)C)[C@H]2CN(C[C@H]2O)C(C=C)=O)C